(S)-N1-(4-methyl-5-(1-oxo-1,2-dihydro-isoquinolin-6-yl)thiazol-2-yl)pyrrolidine-1,2-dicarboxamide CC=1N=C(SC1C=1C=C2C=CNC(C2=CC1)=O)NC(=O)N1[C@@H](CCC1)C(=O)N